NCC=C1CN(C1)C1=NC(=NC=2NC3=C(C=C(C=C3C21)F)NC)OC=2C=NC(=NC2)C 4-(3-(2-Aminoethylidene)azetidin-1-yl)-6-fluoro-N-methyl-2-((2-methylpyrimidin-5-yl)oxy)-9H-pyrimido[4,5-b]indol-8-amine